OC1(COC1)C#CC=1C=C(C=2N(C1)N=CC2C#N)C=2C=NC(=CC2)N2CC1N(C(C2)C1)CC=1C=NC(=CC1)OC 6-((3-Hydroxyoxetan-3-yl)ethynyl)-4-(6-(6-((6-methoxypyridin-3-yl)methyl)-3,6-diazabicyclo[3.1.1]heptan-3-yl)pyridin-3-yl)pyrazolo[1,5-a]pyridine-3-carbonitrile